(R)-2-(N-[4-amino-5-[4-(difluoromethoxy)benzoyl]thiazol-2-yl]-4-benzyloxy-anilino)propanamide methyl-2-(3-bromophenyl)-2-cyclobutylacetate COC(C(C1CCC1)C1=CC(=CC=C1)Br)=O.NC=1N=C(SC1C(C1=CC=C(C=C1)OC(F)F)=O)N(C1=CC=C(C=C1)OCC1=CC=CC=C1)[C@@H](C(=O)N)C